3-(4-chloro-1-oxo-5-{4-[(1r,3r)-3-(piperidin-4-yloxy)cyclobutyl]piperazin-1-yl}-3H-isoindol-2-yl)piperidine-2,6-dione ClC1=C2CN(C(C2=CC=C1N1CCN(CC1)C1CC(C1)OC1CCNCC1)=O)C1C(NC(CC1)=O)=O